Platinum (II) {[(naphthyl)pyridinyl](phenylpyridinyl)propane} C1(=CC=CC2=CC=CC=C12)C=1C(=NC=CC1)C(CC)C1=NC=CC=C1C1=CC=CC=C1.[Pt+2]